CC1N(C2=CC=CC=C2C(=C1)C(=O)N)C methyl-1-N-methylquinoline-4-carboxamide